1-(4-(piperidin-1-yl)phenyl)dihydropyrimidine-2,4(1H,3H)-dione hydrochloride Cl.N1(CCCCC1)C1=CC=C(C=C1)N1C(NC(CC1)=O)=O